1-(4-(aminomethyl)-1-oxo-1,2-dihydro-phthalazin-6-yl)-N-((5-iodo-4-methylthiazol-2-yl)methyl)-N-(5,6,7,8-tetrahydroquinolin-8-yl)cyclopropane-1-carboxamide NCC1=NNC(C2=CC=C(C=C12)C1(CC1)C(=O)N(C1CCCC=2C=CC=NC12)CC=1SC(=C(N1)C)I)=O